6-chloro-4-isopropyl-1-(3-(oxetan-3-yl)azetidin-1-yl)-2,7-naphthyridine ClC=1C=C2C(=CN=C(C2=CN1)N1CC(C1)C1COC1)C(C)C